Cl.C(=O)(O)CCP [2-carboxyethyl]phosphine hydrochloride